(methyl)(methylimino)-λ6-sulfanone CS(=O)=NC